CC1C(=NOC1CC1=CC=CC=C1)CNC(=O)C1=CC(=NN1C(C)C)C1=CC=CC=C1 Methyl-5-benzyl-3-((1-isopropyl-3-phenyl-1H-pyrazole-5-carboxamido)methyl)-4,5-dihydroisoxazole